1-(4-(4-amino-7-cyclobutyl-7H-pyrrolo[2,3-d]pyrimidin-5-yl)-2-fluorophenyl)-3-(3-(1-(trifluoromethyl)cyclopropyl)isoxazol-5-yl)urea NC=1C2=C(N=CN1)N(C=C2C2=CC(=C(C=C2)NC(=O)NC2=CC(=NO2)C2(CC2)C(F)(F)F)F)C2CCC2